N-(4-(2-isopropoxypropan-2-yl)thiazol-2-yl)-3-methyl-1-(pyridin-4-ylmethyl)-1H-pyrrole-2-carboxamide C(C)(C)OC(C)(C)C=1N=C(SC1)NC(=O)C=1N(C=CC1C)CC1=CC=NC=C1